ClC=1C=NN2C1N=C(N=C2NC2CC(CC2)N(C)C)C2=C(C=CC=C2F)F N1-(8-chloro-2-(2,6-difluorophenyl)pyrazolo[1,5-a][1,3,5]triazin-4-yl)-N3,N3-dimethylcyclopentane-1,3-diamine